FC(C1OC2=C(C=C1C(=O)O)C=CC=C2)(F)F 2-trifluoromethyl-2H-benzopyran-3-carboxylic acid